(4-Acryloylpiperazin-1-yl)-7-(3-amino-2-chloro-4,5,6-trifluorophenyl)-6-chloro-1-(2-isopropyl-4-methylpyridin-3-yl)-2-oxo-1,2-dihydro-1,8-naphthyridine-3-carbonitrile C(C=C)(=O)N1CCN(CC1)C1=C(C(N(C2=NC(=C(C=C12)Cl)C1=C(C(=C(C(=C1F)F)F)N)Cl)C=1C(=NC=CC1C)C(C)C)=O)C#N